2-diethylamino-1,3-dimethyl-4-ethylimidazolinium C(C)N(C1[NH+](CC(N1C)CC)C)CC